2-(3-(3-(1,3-dioxoisoindolin-2-yl)-4-(7-(hydroxymethyl)-7H-pyrrolo[2,3-d]pyrimidin-4-yl)-1H-pyrazol-1-yl)-1-(isopropylsulfonyl)azetidin-3-yl)acetonitrile O=C1N(C(C2=CC=CC=C12)=O)C1=NN(C=C1C=1C2=C(N=CN1)N(C=C2)CO)C2(CN(C2)S(=O)(=O)C(C)C)CC#N